ClC1=C2C(=C(N=N1)N[C@H]1CN(CCC1)C)COCC2 1-chloro-N-[(3R)-1-methylpiperidin-3-yl]-7,8-dihydro-5H-pyrano[3,4-d]pyridazin-4-amine